C(C1=CC=CC=C1)OCCCCCCNC1=C(C(=CC=C1)C)[N+](=O)[O-] N-[6-(benzyloxy)hexyl]-3-methyl-2-nitroaniline